(1S,3R)-N-(5-chloro-4-(7-fluoro-3-isopropyl-2-methyl-2H-indazol-5-yl)pyridin-2-yl)-3-(3-methylureido)cyclohexane-1-carboxamide ClC=1C(=CC(=NC1)NC(=O)[C@@H]1C[C@@H](CCC1)NC(=O)NC)C1=CC2=C(N(N=C2C(=C1)F)C)C(C)C